N1(N=CC=C1)C1=CC=C(CN(C2=CC(=NC=C2)COCCOCCN2CCOCC2)CC2=CC(=CC=C2)OC)C=C1 N-(4-(1H-pyrazol-1-yl)benzyl)-N-(3-methoxybenzyl)-2-((2-(2-morpholinoethoxy)ethoxy)methyl)pyridin-4-amine